2-Fluoro-3-isobutyrylbenzonitrile FC1=C(C#N)C=CC=C1C(C(C)C)=O